ClC=1C(=CC2=CN(N=C2C1)C1C[C@H]2CC[C@@H](C1)N2C(=O)OC(C)(C)C)C2C(C2)C=2C1=C(N=C(N2)C)SC=C1 Tert-butyl (1R,3s,5S)-3-(6-chloro-5-(2-(2-methylthieno[2,3-d]pyrimidin-4-yl)cyclopropyl)-2H-indazol-2-yl)-8-azabicyclo[3.2.1]octane-8-carboxylate